5-Chloro-4-cyano-2,3-dimethyl-N-(1-(1-methyl-1H-pyrazol-4-yl)-1H-indazol-6-yl)benzamide ClC=1C(=C(C(=C(C(=O)NC2=CC=C3C=NN(C3=C2)C=2C=NN(C2)C)C1)C)C)C#N